Oxo-1,4-dihydro-2H-spiro[pyrido[2,3-b]pyrazine-3,3'-pyrrolidine]-1'-carbonitrile O=C1N(CCC12CNC1=C(N2)N=CC=C1)C#N